6-amino-7-(1H-indole-5-yl)-9-isopropyl-2-[(2-methyl-4-oxo-4H-chromene-7-yl)amino]-7,9-dihydro-8H-purine-8-one sodium heptanesulfonate C(CCCCCC)S(=O)(=O)[O-].[Na+].NC1=C2N(C(N(C2=NC(=N1)NC1=CC=C2C(C=C(OC2=C1)C)=O)C(C)C)=O)C=1C=C2C=CNC2=CC1